BrC=1C(=NC(=CC1)OC)C(=O)N1CCN(CC1)CC1=C(N=C2N1C=CC=C2)C2=CC=C(C=C2)Cl (3-bromo-6-methoxypyridin-2-yl)(4-{[2-(4-chlorophenyl)imidazo[1,2-a]pyridine-3-yl]methyl}piperazin-1-yl)methanone